C(C=C)(=O)OOC1=C(C=CC=C1)CC 2-ethylphenoxy acrylate